BrC1=CN=C2N1C=C(C=C2N2CCN(CC2)C(C(C)C)=O)S(=O)(=O)N(CC2=CC=C(C=C2)OC)C2(CC2)C#N 3-bromo-N-(1-cyanocyclopropyl)-8-(4-isobutyrylpiperazin-1-yl)-N-(4-methoxybenzyl)imidazo[1,2-a]pyridine-6-sulphonamide